NCC1=NNC(C2=CC=C(C=C12)C1(CC1)C(=O)N(C1CCCC=2C=CC=NC12)CC1=NC=C(C=C1)C(C)(C)C)=O 1-(4-(aminomethyl)-1-oxo-1,2-dihydro-phthalazin-6-yl)-N-((5-(tert-butyl)pyridin-2-yl)methyl)-N-(5,6,7,8-tetrahydroquinolin-8-yl)cyclopropane-1-carboxamide